Aminoglycerin NC(O)C(O)CO